CC1(C(N(C(N1CC1=CC(=NC=C1)NC(=O)NC=1C=NC=CC1)=O)C1=CC=C(C=C1)SC(F)(F)F)=O)C 1-(4-((5,5-dimethyl-2,4-dioxo-3-(4-((trifluoromethyl)thio)phenyl)imidazolidin-1-yl)methyl)pyridin-2-yl)-3-(pyridin-3-yl)urea